O=C1N(CCC(N1)=O)C1=C(CN2CCN(CC2)C2=CC(=C(C=C2C)NC2=NC=C(C(=C2)NC2=C(C(=O)NC)C=CC=C2)C(F)(F)F)OC(C)C)C=CC=C1 2-((2-((4-(4-(2-(2,4-dioxotetrahydropyrimidin-1(2H)-yl)benzyl)piperazin-1-yl)-2-isopropoxy-5-methylphenyl)amino)-5-(trifluoromethyl)pyridin-4-yl)amino)-N-methylbenzamide